FC1=C(C=CC(=C1)C1=NN(C=N1)C1=CC(=CC=C1)OC(F)(F)F)NC(=O)\N=C\1/SCC(N1C1=C(C=CC(=C1)C)OCCC(F)(F)F)=O (Z)-1-(2-fluoro-4-(1-(3-(trifluoromethoxy)phenyl)-1H-1,2,4-triazol-3-yl)phenyl)-3-(3-(5-methyl-2-(3,3,3-trifluoropropoxy)phenyl)-4-oxothiazolidin-2-ylidene)urea